ClC=1C=NC(=C(C(=O)NC2CCC(CC2)CN2C(C(C3=C(C=CC=C23)F)(O)C2=NC=C(C=C2)F)=O)C1)C(F)F 5-chloro-2-(difluoromethyl)-N-((1r,4r)-4-((4-fluoro-3-(5-fluoropyridin-2-yl)-3-hydroxy-2-oxoindolin-1-yl)methyl)cyclohexyl)nicotinamide